6-((2-((3R,4R)-3-amino-4-fluoropiperidin-1-yl)-4,6-difluoro-1H-benzo[d]imidazol-1-yl)methyl)nicotinonitrile N[C@@H]1CN(CC[C@H]1F)C1=NC2=C(N1CC1=NC=C(C#N)C=C1)C=C(C=C2F)F